CC=1C=C(C(=NC1)OC[C@@H]1CNCCO1)C1=CC=2N(C=C1)N=C(C2)NC(=O)C2CC2 N-[5-[5-methyl-2-[[(2S)-morpholin-2-yl]methoxy]-3-pyridyl]pyrazolo[1,5-a]pyridin-2-yl]cyclopropanecarboxamide